(R)-tert-butyl 3-(4-(7,7-dimethyl-5,6,7,8-tetrahydro-1,8-naphthyridin-2-yl)butoxy)pyrrolidine-1-carboxylate CC1(CCC=2C=CC(=NC2N1)CCCCO[C@H]1CN(CC1)C(=O)OC(C)(C)C)C